tert-butyl (3-((5-bromobenzo[d]oxazol-2-yl)amino)propyl)carbamate BrC=1C=CC2=C(N=C(O2)NCCCNC(OC(C)(C)C)=O)C1